C(C)OC(CCCCCOC=1C(=CC2=C(N([C@H]([C@H]3N(C2=O)CCCC3)OC3OCCCC3)C(=O)OCC=C)C1)OC)=O Allyl (6S,6aS)-3-((6-ethoxy-6-oxohexyl)oxy)-2-methoxy-12-oxo-6-((tetrahydro-2H-pyran-2-yl)oxy)-6,6a,7,8,9,10-hexahydrobenzo[e]-pyrido[1,2-a][1,4]diazepine-5(12H)-carboxylate